6-[6-(difluoromethyl)pyridin-3-yl]-N-(1-hydroxypropan-2-yl)-2-(1-methyl-1H-pyrazol-4-yl)-3-oxo-2,3-dihydropyridazine-4-carboxamide FC(C1=CC=C(C=N1)C=1C=C(C(N(N1)C=1C=NN(C1)C)=O)C(=O)NC(CO)C)F